tert-butyl 2-(4-(1-(trifluoromethyl)cyclopropyl)phenyl)acetate FC(C1(CC1)C1=CC=C(C=C1)CC(=O)OC(C)(C)C)(F)F